(2R,3S,4S,5S,6R)-2-((R)-hydroxy(3',4',5'-trifluoro-3-methyl-[1,1'-biphenyl]-4-yl)methyl)-6-(hydroxymethyl)tetrahydro-2H-pyran-3,4,5-triol O[C@@H]([C@H]1O[C@@H]([C@H]([C@@H]([C@@H]1O)O)O)CO)C1=C(C=C(C=C1)C1=CC(=C(C(=C1)F)F)F)C